CC\C=C/CCCC (Z)-oct-3-en